C(CCCCCCCCCCC\C=C/CCCCCCCC)(=O)OCC(O)CO glycerol monoerucate